rac-4-((1R,3R)-1-oxo-3-phenyl-4,5-dihydro-3H-1λ6-isothiazol-1-yl)benzoic acid O=[S@@]1(=N[C@H](CC1)C1=CC=CC=C1)C1=CC=C(C(=O)O)C=C1 |r|